C1(CC1)C(=O)NC1=NC=C(C(=O)NC([2H])([2H])[2H])C(=C1)NC1=C(C=2N(C=N1)N=CC2[C@H](C(F)(F)F)C)OC |o1:29| (R*)-6-(Cyclopropanecarboxamido)-4-((4-methoxy-3-(1,1,1-trifluoropropan-2-yl)pyrazolo[1,5-c]pyrimidin-5-yl)amino)-N-(methyl-d3)nicotinamide